1-benzyl-N-methyl-4-(4,4,5,5-tetramethyl-1,3,2-dioxaborolan-2-yl)-1H-pyrrole-2-formamide C(C1=CC=CC=C1)N1C(=CC(=C1)B1OC(C(O1)(C)C)(C)C)C(=O)NC